N(=[N+]=[N-])CCOC(=O)NS(=O)(=O)NCCC(=O)N(CCC(=O)O)CCC(=O)O 3,3'-((3-((N-((2-azidoethoxy)carbonyl)sulfamoyl)amino)propanoyl)azanediyl)dipropionic acid